C(C)(C)=C(O)C(O)CO ISO-PROPYLIDEN-GLYCERIN